FC1(CCC(CC1)[C@H](NC(=O)C1=NOC=C1CC)C=1N=C2N(N=CC(=C2)[C@H](CC(F)F)C(NCC(F)(F)F)=O)C1)F N-[(S)-(4,4-Difluorocyclohexyl){7-[(1S)-3,3-difluoro-1-(2,2,2-trifluoroethylcarbamoyl)-propyl]imidazo[1,2-b]pyridazin-2-yl}methyl]-4-ethylisoxazole-3-carboxamide